N-((1r,4r)-4-((7-cyano-1-methyl-1H-indazol-4-yl)oxy)cyclohexyl)pyridazine-3-carboxamide methyl-1-methyl-5-(4,4,5,5-tetramethyl-1,3,2-dioxaborolan-2-yl)-1H-pyrrole-3-carboxylate COC(=O)C1=CN(C(=C1)B1OC(C(O1)(C)C)(C)C)C.C(#N)C=1C=CC(=C2C=NN(C12)C)OC1CCC(CC1)NC(=O)C=1N=NC=CC1